N(N)C=1C=C(C(=NC1)OC)[N+](=O)[O-] 5-Hydrazino-2-methoxy-3-nitropyridine